FC(C(\C=C\C(C(F)(F)F)(F)F)(F)F)(F)F (E)-1,1,1,2,2,5,5,6,6,6-decafluoro-3-hexene